C(C1=CC=CC=C1)OC=1C(=C(C(=O)O[C@H]2[C@@H](OC3=CC(=CC(=C3C2)OCC2=CC=CC=C2)OCC2=CC=CC=C2)C2=CC(=C(C(=C2)OCC2=CC=CC=C2)OCC2=CC=CC=C2)OCC2=CC=CC=C2)C=C(C1OCC1=CC=CC=C1)OC(F)F)F (2S,3R)-5,7-bis(benzyloxy)-2-(3,4,5-tris(benzyloxy)phenyl)chroman-3-yl 3,4-bis(benzyloxy)-5-(difluoromethoxy)-2-fluorobenzoate